4-(2-acryloyloxyethoxy)-phenyl 2-acryloyloxy-2-propyl ketone C(C=C)(=O)OC(C)(C)C(=O)C1=CC=C(C=C1)OCCOC(C=C)=O